[4-[4-(2-dimethylamino-phenyl)-piperidin-1-yl]-2-(1-trifluoromethyl-cyclobutyl)-quinazolin-6-yl]-methyl-(2-morpholin-4-yl-ethyl)-amine CN(C1=C(C=CC=C1)C1CCN(CC1)C1=NC(=NC2=CC=C(C=C12)N(CCN1CCOCC1)C)C1(CCC1)C(F)(F)F)C